butylchlorobutanol C(CCC)C(CCC)(O)Cl